di(tridecyl) 3,3'-thiodipropionate S(CCC(=O)OCCCCCCCCCCCCC)CCC(=O)OCCCCCCCCCCCCC